tricyclohexyltin 2-hydroxy-3-naphthoate OC1=CC2=CC=CC=C2C=C1C(=O)[O-].C1(CCCCC1)[Sn+](C1CCCCC1)C1CCCCC1